COC(CSC1=NN(C(=C1[N+](=O)[O-])C(Cl)Cl)C1=CC=CC=C1)=O Methyl-{[5-(dichloromethyl)-4-nitro-1-phenyl-1H-pyrazol-3-yl]sulfanyl}acetat